(1r,3r)-3-((benzyloxy)methyl)cyclobutyl 4-nitrobenzoate [N+](=O)([O-])C1=CC=C(C(=O)OC2CC(C2)COCC2=CC=CC=C2)C=C1